(1-(2-fluoro-4-iodophenyl)azetidin-3-yl)methanol FC1=C(C=CC(=C1)I)N1CC(C1)CO